C(C)(C)NC1=NC(=NC(=N1)C1=NC(=CC=C1)C(F)(F)F)NC1=CC(=NC=C1)C1(CC1)C#N {4-[4-isopropylamino-6-(6-trifluoromethyl-pyridin-2-yl)-[1,3,5]triazin-2-ylamino]-pyridin-2-yl}-cyclopropanecarbonitrile